N-(3-cyclopropyl-1H-pyrazol-5-yl)-5-(2-fluorophenyl)-6-(3-fluoro-4-pyridyl)-1,2,4-triazin-3-amine C1(CC1)C1=NNC(=C1)NC=1N=NC(=C(N1)C1=C(C=CC=C1)F)C1=C(C=NC=C1)F